OC1=C(N2C(C3=C(C=CC=C13)C=1N=NN(C1)C)=NC=N2)C(=O)NCC(=O)O (6-Hydroxy-10-(1-methyl-1H-1,2,3-triazol-4-yl)-[1,2,4]triazolo[5,1-a]isoquinoline-5-carbonyl)glycine